N-(4,4-diethyl-8-(trifluoromethyl)-4H-chromeno[4,3-d]thiazol-2-yl)-4,6-dimethoxypyrimidine-5-carboxamide C(C)C1(OC=2C=CC(=CC2C=2N=C(SC21)NC(=O)C=2C(=NC=NC2OC)OC)C(F)(F)F)CC